BrC1=CC=C(C=C1)[C@@H](C)NC(OC(C)(C)C)=O t-butyl (R)-(1-(4-bromophenyl)ethyl)carbamate